O1C2=C(OCC1)C=C(C=C2)[C@H]([C@@H](CN2CCCC2)NC(=O)[C@@H]2CN(CC2)CC2(CCOCC2)O)O (S)-N-((1R,2R)-1-(2,3-dihydrobenzo[b][1,4]dioxin-6-yl)-1-hydroxy-3-(pyrrolidin-1-yl)propan-2-yl)-1-((4-hydroxytetrahydro-2H-pyran-4-yl)methyl)pyrrolidine-3-carboxamide